CN1N=C(C(=C1)NC=1N=CC2=C(N1)N(C(=C2)C#N)[C@H]2COC[C@@H]2C)OC(C(F)(F)F)C 2-((1-methyl-3-((1,1,1-trifluoropropan-2-yl)oxy)-1H-pyrazol-4-yl)amino)-7-((3R,4R)-4-methyltetrahydrofuran-3-yl)-7H-pyrrolo[2,3-d]pyrimidine-6-carbonitrile